tert-butyl N-tert-butoxycarbonyl-N-[4-[[5-[(5-chloro-3-fluoro-2-pyridyl)amino]-4-methyl-3-pyridyl]methyl]-3-fluoro-2-pyridyl]carbamate C(C)(C)(C)OC(=O)N(C(OC(C)(C)C)=O)C1=NC=CC(=C1F)CC=1C=NC=C(C1C)NC1=NC=C(C=C1F)Cl